C(CCCC)C1=C(C=CC=C1)CCCCC 1,2-dipentyl-benzene